1-[2-(dimethylamino)-2-methyl-propyl]-6-[6-fluoro-8-(methylamino)-4-morpholino-9H-pyrido[2,3-b]indol-3-yl]-4-oxo-1,8-naphthyridine-3-carboxylic acid CN(C(CN1C=C(C(C2=CC(=CN=C12)C1=C(C2=C(NC3=C(C=C(C=C23)F)NC)N=C1)N1CCOCC1)=O)C(=O)O)(C)C)C